O1C[C@H](CCC1)C1=NC=2C(=NC=CC2C2CCN(CC2)C(=O)OC(C)(C)C)N1 |r| (rac)-tert-butyl 4-(2-tetrahydropyran-3-yl-3H-imidazo[4,5-b]pyridin-7-yl)piperidine-1-carboxylate